C(CCCCCCCCCCCCCCCCCCCCCCCCCCC)(=O)[O-].[Na+] Sodium Octacosanoate